C(C=C)OC1=CC=C(CO)C=C1 4-(allyloxy)-benzyl alcohol